(1S,2R,3S,4S,5R,6R)-2-amino-3-[(3,4-difluorophenyl)sulfanylmethyl]-4-hydroxy-bicyclo[3.1.0]hexane-2,6-dicarboxylic acid N[C@@]1([C@@H]2[C@H]([C@@H]2[C@@H]([C@H]1CSC1=CC(=C(C=C1)F)F)O)C(=O)O)C(=O)O